C1(CC1)C(C)C1=C(C(=CC=C1)C(C)SCC(F)(F)F)O (2-(1-cyclopropylethyl)-6-(1-((2,2,2-trifluoroethyl)thio)ethyl)phenol)